methyl 4-fluoro-2-[(3-trifluoromethyl-2-hydroxy-6,8-dihydro-5H-1,7-naphthyridin-7-yl) methyl]-3-[(2S)-oxetan-2-ylmethyl]-1,3-benzodiazole-5-carboxylate FC1=C(C=CC=2N=C(N(C21)C[C@H]2OCC2)CN2CCC=1C=C(C(=NC1C2)O)C(F)(F)F)C(=O)OC